BrC1=CC=CC=2C3=CC=CC=C3N(C12)CCCCCCCCOC1=CC=C(C=C1)C 1-bromo-9-(8-(p-tolyloxy)octyl)-9H-carbazole